tert-Butyl ((3R,5S)-5-(((tert-butyldimethylsilyl)oxy)methyl)-1-(5-nitrobenzo[d]thiazol-4-yl)pyrrolidin-3-yl)carbamate [Si](C)(C)(C(C)(C)C)OC[C@@H]1C[C@H](CN1C1=C(C=CC2=C1N=CS2)[N+](=O)[O-])NC(OC(C)(C)C)=O